1-{2-chloro-6-[(3R)-3-methylmorpholin-4-yl]pyridin-4-yl}cyclopropane-1-carbonitrile ClC1=NC(=CC(=C1)C1(CC1)C#N)N1[C@@H](COCC1)C